FC1=CC=C(C=C1)C1=C(C=C2C(=NC(N3C2=C1SC[C@@H]3CN3CCNCC3)=O)N3CCN(CC3)C(=O)OC(C)(C)C)C(F)(F)F (S)-tert-butyl 4-(10-(4-fluorophenyl)-5-oxo-3-(piperazin-1-ylmethyl)-9-(trifluoromethyl)-3,5-dihydro-2H-[1,4]thiazino[2,3,4-ij]quinazolin-7-yl)piperazine-1-carboxylate